The molecule is a carbohydrate phosphate that is the 6-O-phospho derivative of 2-amino-2-deoxy-D-gluconic acid. It is a gluconic acid derivative and a carbohydrate phosphate. It derives from a 2-amino-2-deoxy-D-gluconic acid. It is a conjugate acid of a D-glucosaminic acid 6-phosphate(2-). C([C@H]([C@H]([C@@H]([C@H](C(=O)O)N)O)O)O)OP(=O)(O)O